Formamidinium C(=[NH2+])N